FC=1C(=C(C=C(C1)C(C)(C)O)CC(=O)OCC)OC ethyl 2-(3-fluoro-5-(2-hydroxypropan-2-yl)-2-methoxyphenyl)acetate